ClC1=CN=NC2=C(C(=CC=C12)Cl)Cl 4,7,8-trichlorocinnoline